N-(3-(1-(4-cyano-3-trifluoromethylphenyl)-1H-pyrazol-3-yl)propyl)-4-fluorobenzamide C(#N)C1=C(C=C(C=C1)N1N=C(C=C1)CCCNC(C1=CC=C(C=C1)F)=O)C(F)(F)F